CN1C=C(C2=CC=C(C=C12)B1OC(C(O1)(C)C)(C)C)C=O 1-methyl-6-(4,4,5,5-tetramethyl-1,3,2-dioxaborolan-2-yl)indole-3-carbaldehyde